Di-Methyl-AminoZirconium C[Zr](N)C